FC1(CCNCC1)CNC1=C(C=C(C2=C1NC=N2)S(N)(=O)=O)[N+](=O)[O-] 4-fluoro-4-(((6-nitro-4-sulfamoyl-1H-benzo[d]imidazol-7-yl)amino)methyl)piperidine